5-amino-8-bromo-7-(4-fluorophenyl)-2-((2-(trimethylsilyl)ethoxy)methyl)-[1,2,4]triazolo[4,3-c]pyrimidin-3(2H)-one NC1=NC(=C(C=2N1C(N(N2)COCC[Si](C)(C)C)=O)Br)C2=CC=C(C=C2)F